3-(6-{2-[4-(3-{4-chloro-3-ethyl-1H-pyrrolo[2,3-b]pyridin-3-yl}phenyl)-3-oxopiperazin-1-yl]-2-oxoethoxy}-1-oxo-3H-isoindol-2-yl)piperidine-2,6-dione ClC1=C2C(=NC=C1)NCC2(CC)C=2C=C(C=CC2)N2C(CN(CC2)C(COC2=CC=C1CN(C(C1=C2)=O)C2C(NC(CC2)=O)=O)=O)=O